2-[(3-chloro-4-fluorophenyl)-(1-cyclopropylethoxy)methyl]-4-methyl-5-methylsulfonyl-1H-imidazole ClC=1C=C(C=CC1F)C(C=1NC(=C(N1)C)S(=O)(=O)C)OC(C)C1CC1